(1S,2R)-2-methyl-N-(5-(6-(7-methyl-9-oxa-3,7-diazabicyclo[3.3.1]nonan-3-yl)-[1,2,4]triazolo[1,5-a]pyridin-2-yl)-8-(methylamino)-2,7-naphthyridin-3-yl)cyclopropane-1-carboxamide C[C@H]1[C@H](C1)C(=O)NC=1N=CC2=C(N=CC(=C2C1)C1=NN2C(C=CC(=C2)N2CC3CN(CC(C2)O3)C)=N1)NC